COC1=CC=C(C=C1)C(=O)N1CCC(CC1)CCCCNC(=O)C=1C=CC=2N(C1)C=CN2 N-(4-{1-[(4-methoxyphenyl)carbonyl]piperidin-4-yl}butyl)imidazo[1,2-a]pyridine-6-carboxamide